Cl.CC1(OC2=C(O1)C(=C(C=C2C2=CC1=C(OCO1)C=C2)C(=O)NCC=2C(NC(=CC2SC)C)=O)C)C2CCNCC2 2,7-dimethyl-N-((6-methyl-4-(methylthio)-2-oxo-1,2-dihydropyridin-3-yl)methyl)-2-(piperidin-4-yl)-[4,5'-bibenzo[d][1,3]dioxol]-6-carboxamide hydrochloride salt